FC1=C(C(=O)N\N=C\[C@]2([C@@H](N3C(C[C@H]3S2(=O)=O)=O)C(=O)O)C)C=CC(=C1O)O (2s,3R,5R)-3-((e)-(2-(2-fluoro-3,4-dihydroxybenzoyl)hydrazono)methyl)-3-methyl-7-oxo-4-thia-1-azabicyclo[3.2.0]heptane-2-carboxylic acid 4,4-dioxide